1-cyclopropylpiperazine C1(CC1)N1CCNCC1